Lithium pyrimidine-5-carboxylate N1=CN=CC(=C1)C(=O)[O-].[Li+]